3'-iodo-2'-(6-methoxy-1,5-naphthyridin-4-yl)-5',6'-dihydrospiro[cyclobutane-1,7'-pyrrolo[3,2-c]pyridin]-4'(1'H)-one IC1=C(NC2=C1C(NCC21CCC1)=O)C1=CC=NC2=CC=C(N=C12)OC